C(=CCCCCCCCCCC)O (4Z)-dodecen-1-ol